ClC1=C(C=C2C[C@H](CN3C2=C1C=C3)N(C(OC(C)(C)C)=O)C)F tert-butyl (R)-(9-chloro-8-fluoro-5,6-dihydro-4H-pyrrolo[3,2,1-ij]quinolin-5-yl)(methyl)carbamate